C1(C=2C(C(N1CCCCCC(=O)OO)=O)=CC=CC2)=O ε-phthalimidoperoxycaproic acid